2,6-difluoro-3-cyanopyridine FC1=NC(=CC=C1C#N)F